C(C)(=O)ON=C(S(=O)(=O)C1=CC=CC=C1)C#N ((cyano (benzenesulfonyl) methylene) amino) acetate